C(CCCCC)C(C(=O)OCCCCCCCCN(NCCCCCCCCOC(C(CC=CCCCCC)CCCCCC)=O)CCN(C)C)C\C=C/CCCCC (1-(2-(dimethylamino)ethyl)hydrazine-1,2-diyl)bis(octane-8,1-diyl) (4Z,4'Z)-bis(2-hexyldec-4-enoate)